COC(C1=C(C=C(C=C1)NCCCCCC=C)S(N(C)C)(=O)=O)=O (N,N-dimethylsulfamoyl)-4-(hept-6-en-1-ylamino)benzoic acid methyl ester